C(C)OC(=O)C1=NN(C(=C1)C)C(C)C1=CC=CC=C1 5-methyl-1-(1-phenylethyl)-1H-pyrazole-3-carboxylic acid ethyl ester